perfluoro decanoate C(CCCCCCCCC)(=O)OF